CCN1C(=CC(=O)C(=C1C2=CC=C(C=C2)Cl)C(=O)[O-])C The molecule is a monocarboxylic acid anion resulting from the removal of a proton from the carboxy group of karetazan. It is a conjugate base of a karetazan.